OC1(CC(C1)N1C=C(C2=C1N=NC(=C2)C2=C(C=C(C=C2C)C(F)(F)F)OCOC)C#N)C 7-[(1s,3s)-3-hydroxy-3-methylcyclobutyl]-3-[2-(methoxymethoxy)-6-methyl-4-(trifluoromethyl)phenyl]-7H-pyrrolo[2,3-c]pyridazine-5-carbonitrile